FC(OC1=C(C(=CC(=C1)C=1N(N=C2C=C(C=C(C12)OC)C=1C=NN(C1)C)C)OC)C(=O)N1CC(C1)(O)C(F)F)F [2-(difluoromethoxy)-6-methoxy-4-[4-methoxy-2-methyl-6-(1-methylpyrazol-4-yl)indazol-3-yl]phenyl]-[3-(difluoromethyl)-3-hydroxyazetidin-1-yl]methanone